CC(CN)N methyl-1,2-diaminoethane